4-{(S)-2-(4-ethylthiazole-2-yl)-2-[(S)-2-(methoxybenzyl)-3-phenylpropionamido]ethyl}phenylsulfamic acid C(C)C=1N=C(SC1)[C@H](CC1=CC=C(C=C1)NS(O)(=O)=O)NC([C@@H](CC1=CC=CC=C1)C(C1=CC=CC=C1)OC)=O